N-(5-chloro-2-(2-methoxyethoxy)phenyl)isoquinoline-1-carboxamide t-butyl-4-(1,2,3,4-tetrahydroquinolin-5-yl)-piperidine-1-carboxylate C(C)(C)(C)OC(=O)N1CCC(CC1)C1=C2CCCNC2=CC=C1.ClC=1C=CC(=C(C1)NC(=O)C1=NC=CC2=CC=CC=C12)OCCOC